N-(2-chloro-6-((1-methylpiperidin-4-yl)amino)-3-nitrophenyl)acetamide ClC1=C(C(=CC=C1[N+](=O)[O-])NC1CCN(CC1)C)NC(C)=O